2-[3-(3-cyclopropylpiperazin-1-yl)-1,2,4-triazin-6-yl]-3-fluoro-5-(5-fluoro-1H-pyrazol-4-yl)phenol C1(CC1)C1CN(CCN1)C=1N=NC(=CN1)C1=C(C=C(C=C1F)C=1C=NNC1F)O